N-[3-fluoro-4-(methanesulfonylmethyl)phenyl]-7-{8-methyl-1H,2H,3H-pyrido[2,3-b][1,4]oxazin-7-yl}-5H,6H,7H,8H-pyrido[3,4-d]pyrimidin-2-amine FC=1C=C(C=CC1CS(=O)(=O)C)NC=1N=CC2=C(N1)CN(CC2)C2=C(C1=C(OCCN1)N=C2)C